1-(4-(6-chloro-4-fluoro-5-(2-fluoro-6-hydroxyphenyl)-1H-benzo[d]imidazol-1-yl)azepan-1-yl)prop-2-en-1-one ClC=1C(=C(C2=C(N(C=N2)C2CCN(CCC2)C(C=C)=O)C1)F)C1=C(C=CC=C1O)F